trans-N-(2-(4,6-dimethoxypyrimidin-5-yl)-1-methyl-1H-pyrrolo[2,3-c]pyridin-5-yl)-2-formylcyclopropane-1-carboxamide COC1=NC=NC(=C1C1=CC=2C(=CN=C(C2)NC(=O)[C@H]2[C@@H](C2)C=O)N1C)OC